O[C@@H]1C[C@H](N(C1)C([C@H](C(C)(C)C)NC(CCCCCCCCC(=O)OC)=O)=O)C(N[C@@H](C)C1=CC=C(C=C1)C1=C(N=CS1)C)=O Methyl 10-(((S)-1-((2S,4R)-4-hydroxy-2-(((S)-1-(4-(4-methylthiazol-5-yl)phenyl)ethyl)carbamoyl)pyrrolidin-1-yl)-3,3-dimethyl-1-oxobutan-2-yl)amino)-10-oxodecanoate